FC1=CC=C(CC=2C=C(C(=C3N=CC=NC23)I)N)C=C1 8-(4-fluorobenzyl)-5-iodoquinoxalin-6-amine